COC1=CC=C(C=C1)CNC1=NC=CN=C1 N-[(4-methoxyphenyl)methyl]pyrazin-2-amine